C1(CCCC1)C1=NN(C2=CC=C(C=C12)C(=O)Cl)C 3-cyclopentyl-1-methyl-1H-indazole-5-carbonyl chloride